C(C1=CC=CC=C1)S(=O)(=O)OCC1CO1 glycidyl toluenesulfonate